4-amino-7-chloro-N,3-dimethyl-N-((3S)-6-(trifluoromethoxy)-2,3-dihydro-1-benzofuran-3-yl)-3H-pyrazolo[3,4-c]quinoline-8-carboxamide NC1=NC=2C=C(C(=CC2C2=C1N(N=C2)C)C(=O)N([C@@H]2COC1=C2C=CC(=C1)OC(F)(F)F)C)Cl